O.[Mn].[Zn] zinc-manganese water